3-(4-acetamidophenyl)-N-(4-fluoro-3-methoxy-phenyl)-N-methyl-imidazo[1,2-a]pyrazine-6-carboxamide C(C)(=O)NC1=CC=C(C=C1)C1=CN=C2N1C=C(N=C2)C(=O)N(C)C2=CC(=C(C=C2)F)OC